(S)-2-amino-4-(4-(benzyloxy)phenyl)-2-methylbutan-1-ol N[C@](CO)(CCC1=CC=C(C=C1)OCC1=CC=CC=C1)C